C(C)(C)(C)C1OCC(N1C(=O)OC(C)(C)C)(C(=O)OC)CC(F)F 3-(tert-butyl) 4-methyl 2-(tert-butyl)-4-(2,2-difluoroethyl)oxazolidine-3,4-dicarboxylate